ClC1=CC=C(C=C1)C1=NN(C(=C1)N)C1=CC=CC=C1 3-(4-chlorophenyl)-1-phenyl-1H-pyrazol-5-amine